CC1=CC=C(C[C@H](NN=[N+]=[N-])C(=O)O)C=C1 para-methylazido-L-phenylalanine